NC=1C=C(C=CC1)C1=C2CN(C(C2=CC=C1)=O)CC(C#N)=C 2-{[4-(3-aminophenyl)-1-oxo-2,3-dihydro-1H-isoindol-2-yl]methyl}prop-2-enenitrile